ON[NH-] (N-hydroxy)aminoamide